S(SCC(CCS(=O)(=O)O)N)CC(CCS(=O)(=O)O)N 4,4'-disulfanediylbis(3-aminobutane-1-sulfonic acid)